C(C)(C)(C)OC(=O)N[C@@H]1CN(CC[C@@H]1O)C(=O)OCC1=CC=CC=C1 (3R,4S)-benzyl 3-((tert-butoxycarbonyl)amino)-4-hydroxypiperidine-1-carboxylate